ethyl anisolate C=1(C(=CC=CC1)C(=O)OCC)OC